C(C)NS(=O)(=O)C1=CC=CC(=C1)C N-ethyl-5-methylbenzenesulfonamide